methyl (2-(2-(4-((tert-butoxycarbonyl)amino)phenyl)oxazole-4-carboxamido)acryloyl)-L-serinate C(C)(C)(C)OC(=O)NC1=CC=C(C=C1)C=1OC=C(N1)C(=O)NC(C(=O)N[C@@H](CO)C(=O)OC)=C